ClC1=CC(=C2C=C(NC2=C1)C(=O)N[C@H](C(=O)OC(C)(C)C)C[Si](C)(C)C)OC (R)-tert-butyl 2-(6-chloro-4-methoxy-1H-indole-2-carboxamido)-3-(trimethylsilyl)propanoate